ClC1=NC=C(C(=C1)C1=C(C=NC(=C1)C)C(=O)NC=1SC2=C(N1)CN(C2)C(C2=NC=C(C(=C2)C)C#N)=O)OC 2'-chloro-N-(5-(5-cyano-4-methylpicolinoyl)-5,6-dihydro-4H-pyrrolo[3,4-d]thiazol-2-yl)-5'-methoxy-6-methyl-[4,4'-bipyridine]-3-carboxamide